CN1CCC(CC1)NC1=CC=CC2=C1SC(=C2CC(F)(F)F)C#CCNC=2C=CC(=C1C=CNC21)S(=O)(=O)C N-(3-(7-((1-methylpiperidin-4-yl)amino)-3-(2,2,2-trifluoroethyl)benzo[b]thiophen-2-yl)prop-2-yn-1-yl)-4-(methylsulfonyl)-1H-indol-7-amine